7-(4-chlorophenyl)-5-[2-(4-chlorophenyl)-2-oxo-ethyl]-2-methyl-thiazolo[4,5-d]pyridazin-4-one ClC1=CC=C(C=C1)C=1C2=C(C(N(N1)CC(=O)C1=CC=C(C=C1)Cl)=O)N=C(S2)C